3-(chloromethyl)-4,5-dimethyl-1,2,4-triazole ClCC1=NN=C(N1C)C